butyl 5-(oxazol-2-yl)isoindoline-2-carboxylate O1C(=NC=C1)C=1C=C2CN(CC2=CC1)C(=O)OCCCC